3,4,5,6-tetrakis(3,6-di-tertiary Butyl-9-carbazolyl)-terephthalonitrile C(C)(C)(C)C=1C=CC=2N(C3=CC=C(C=C3C2C1)C(C)(C)C)C1C=C(C#N)C(=C(C1(C#N)N1C2=CC=C(C=C2C=2C=C(C=CC12)C(C)(C)C)C(C)(C)C)N1C2=CC=C(C=C2C=2C=C(C=CC12)C(C)(C)C)C(C)(C)C)N1C2=CC=C(C=C2C=2C=C(C=CC12)C(C)(C)C)C(C)(C)C